C(C)(C)(C)OC(=O)NC1=CC(=C(C=C1CC(C)C)N1CCN(CC1)C(=O)OC(C)(C)C)C#N tert-butyl 4-(4-((tert-butoxycarbonyl)amino)-2-cyano-5-isobutylphenyl)piperazine-1-carboxylate